C1(CCCCC1)C1=NC=2N(C=C1)N=CC2C(=O)NC2=CC(=CC=C2)C2=NN(C=N2)C 5-Cyclohexyl-N-(3-(1-methyl-1H-1,2,4-triazol-3-yl)phenyl)pyrazolo[1,5-a]pyrimidine-3-carboxamide